ClC=1C=CC=C2C=C(C(=NC12)NCC(C)(C)C)C#N 8-CHLORO-(NEOPENTYLAMINO)QUINOLINE-3-CARBONITRILE